C(C)(C)(C)OC(NC1=C(C(=CC=C1)B1OC(C(O1)(C)C)(C)C)OC)=O tert-butyl(2-methoxy-3-(4,4,5,5-tetramethyl-1,3,2-dioxaborol-2-yl)phenyl)carbamate